1-[5-ethylsulfonyl-6-[5-(trifluoromethylsulfanyl)-1,3-benzooxazol-2-yl]-3-pyridinyl]cyclopropanecarbonitrile C(C)S(=O)(=O)C=1C=C(C=NC1C=1OC2=C(N1)C=C(C=C2)SC(F)(F)F)C2(CC2)C#N